COC1=CC(=C(C=C1NC1=NC=NC(=C1)N1OCC[C@@H]1C1=CC(=CC=C1)OC1=CC=CC=C1)NC(C=C)=O)N1CCC(CC1)N1CCN(CC1)C (R)-N-(4-methoxy-2-(4-(4-methyl-piperazin-1-yl)-piperidin-1-yl)-5-((6-(3-(3-phenoxy-phenyl)isoxazolidin-2-yl)pyrimidin-4-yl)amino)-phenyl)acrylamide